COC=1C=C(C=CC1)C=1CCC(N1)C[Se]C1=CC=CC=C1 5-(3-methoxyphenyl)-2-((phenylseleno)methyl)-3,4-dihydro-2H-pyrrole